ClC=1N=C(C=2C(N1)=C(N(N2)COCC[Si](C)(C)C)CC2=CC(=CC=C2)C(F)(F)F)N(C)CC2=C(C=C(C=C2)OC)OC 5-chloro-N-(2,4-dimethoxybenzyl)-N-methyl-3-(3-(trifluoromethyl)benzyl)-2-((2-(trimethylsilyl)ethoxy)methyl)-2H-pyrazolo[4,3-d]pyrimidin-7-amine